[Si](C)(C)(C(C)(C)C)OCC1CCC(N1CC=1C(=NC(=NC1)Cl)Cl)=O 5-{[(tert-butyldimethylsilyl)oxy]methyl}-1-[(2,4-dichloropyrimidin-5-yl)methyl]pyrrolidin-2-one